4-MethoxyPhenol COC1=CC=C(C=C1)O